CC(CCCCCCC(CCCCCCCCC)O)O octadecane-2,9-diol